2-[1-[(2R)-2-(cyclohexyloxy)-2-phenylethyl]-5-methyl-6-(1,3-oxazol-2-yl)-2,4-dioxo-1H,2H,3H,4H-thieno[2,3-d]pyrimidin-3-yl]-2-methylpropionic acid C1(CCCCC1)O[C@@H](CN1C(N(C(C2=C1SC(=C2C)C=2OC=CN2)=O)C(C(=O)O)(C)C)=O)C2=CC=CC=C2